C1(=CC=CC=C1)S(=O)(=O)OCCOCCOCCC(=O)O 3-(2-(2-((phenylsulfonyl)oxy)ethoxy)ethoxy)propanoic acid